BrC1=C(C(=C(C=C1)SC1CC1)F)F (4-bromo-2,3-difluorophenyl)(cyclopropyl)sulfane